[NH4+].C1(=CC=CC2=CC=CC=C12)NO N-(1-naphthyl)hydroxylamine ammonium salt